2-chloro-4-phenyl-6-(3-(TRIPHENYLSILYL)phenyl)-1,3,5-triazine ClC1=NC(=NC(=N1)C1=CC=CC=C1)C1=CC(=CC=C1)[Si](C1=CC=CC=C1)(C1=CC=CC=C1)C1=CC=CC=C1